P(=O)(=O)CCCC phosphobutane